C1(CCC1)N1C(=NC2=C1C(=C(C=C2)F)CC(=O)OC)NC(CC(C)(C)C)=O methyl 2-(1-cyclobutyl-2-(3,3-dimethylbutanamido)-6-fluoro-1H-benzo[d]imidazol-7-yl)acetate